BrC=1C=CC=C2C=C(C=C(C12)C1CC=2N=C(N=C(C2CO1)N1C[C@@H](NCC1)CC#N)OCC1(CC1)CN1CCOCC1)O 2-((2S)-4-(7-(8-bromo-3-hydroxynaphthalen-1-yl)-2-((1-(morpholinomethyl)cyclopropyl)methoxy)-7,8-dihydro-5H-pyrano[4,3-d]pyrimidin-4-yl)piperazin-2-yl)acetonitrile